C(#N)C1(CC1)NS(=O)(=O)C=1C=C(C=2N(C1)C(=NC2)C=2SC(=NN2)C(F)F)C=2C=NN(C2C)C(C)C N-(1-cyanocyclopropyl)-3-(5-(difluoromethyl)-1,3,4-thiadiazol-2-yl)-8-(1-isopropyl-5-methyl-1H-pyrazol-4-yl)imidazo[1,5-a]pyridine-6-sulfonamide